Cl.C(C)(C)(C)OC([C@H](C1=CC=CC=C1)N)=O (S)-2-amino-2-phenylacetic acid tert-butyl ester hydrochloride